nicotinuric acid O=C(O)CNC(=O)C1C=CC=NC=1